BrC=1C=CC(=C(C1)C(C(=O)OC(C)(C)C)N1C(C=C(C(=C1)CCCN(C)C)C(F)(F)F)=O)F tert-butyl 2-(5-bromo-2-fluorophenyl)-2-{5-[3-(dimethylamino)propyl]-2-oxo-4-(trifluoromethyl)pyridin-1-yl}acetate